2-amino-1-(2-chlorophenyl)ethanol NCC(O)C1=C(C=CC=C1)Cl